5-chloro-1-methyl-1H-pyrazolo[4,3-b]pyridine-7-carbaldehyde ClC1=CC(=C2C(=N1)C=NN2C)C=O